6-{2,8-dimethylimidazo[1,2-b]pyridazin-6-yl}-2-(piperidin-4-yl)isoquinolin-1-one CC=1N=C2N(N=C(C=C2C)C=2C=C3C=CN(C(C3=CC2)=O)C2CCNCC2)C1